2-(2,6-dioxopiperidin-3-yl)-5-(1-((4-oxo-3-(pyridin-2-yl)-3,4-dihydroquinazolin-6-yl)methyl)piperidin-4-yl)isoindoline-1,3-dione O=C1NC(CCC1N1C(C2=CC=C(C=C2C1=O)C1CCN(CC1)CC=1C=C2C(N(C=NC2=CC1)C1=NC=CC=C1)=O)=O)=O